C(#N)/C=C/C1=CC(=C(C(=C1)C)NC1=NC(=NC=C1)NC1=CC=C(C#N)C=C1)C 4-[[4-[[4-[(1E)-2-cyanoethenyl]-2,6-dimethylphenyl]amino]-2-pyrimidinyl]amino]benzonitrile